NC1=CC=C(C#N)C=C1 parA-aminobenzonitrile